2-(3-chloro-5-fluorophenyl)-5-(1-propyl-1H-pyrazol-4-yl)-N4-(1,2,3,4-tetrahydroisoquinolin-7-yl)pyrimidine-2,4-diamine ClC=1C=C(C=C(C1)F)C1(NC=C(C(=N1)NC1=CC=C2CCNCC2=C1)C=1C=NN(C1)CCC)N